CC1=NN(C(=C1)C)C=1C=CC(N(N1)C1CCN(CC1)C(=O)C1CCCC2=CC=CC=C12)=O 6-(3,5-dimethylpyrazol-1-yl)-2-[1-(1,2,3,4-tetrahydronaphthalene-1-carbonyl)piperidin-4-yl]pyridazin-3-one